C1(CC1)C(=O)NC1=NN=C(S1)CCC(CN1N=NC(=C1)C(=O)NCC1=CC(=CC=C1)OC(F)(F)F)F 1-(4-(5-(cyclopropanecarboxamido)-1,3,4-thiadiazol-2-yl)-2-fluorobutyl)-N-(3-(trifluoromethoxy)benzyl)-1H-1,2,3-triazole-4-carboxamide